COP(=O)(OC)CC=1C=C(C(=O)OC)C=CC1F methyl 3-((dimethoxyphosphoryl) methyl)-4-fluorobenzoate